C(CCC)N(CCCC)[Si](C1=CC(=CC=C1)C(=C)C)(N(CCCC)CCCC)N(CCCC)CCCC tris(dibutylamino)(3-isopropenylphenyl)silane